CC1=C2N(CCN(C2=CC=C1)C1=CC=C2NC3=NC=C4C=CC(N(CCOCCNC1=C2)C4=N3)=O)C(C=C)=O 6-(5-methyl-4-prop-2-enoyl-2,3-dihydroquinoxalin-1-yl)-11-oxa-2,8,14,20,21-pentazatetracyclo[12.6.2.13,7.018,22]tricosa-1(20),3,5,7(23),16,18,21-heptaen-15-one